2-(2,6-dioxopiperidin-3-yl)-5-(2-oxo-7-azaspiro[3.5]non-7-yl)isoindoline O=C1NC(CCC1N1CC2=CC=C(C=C2C1)N1CCC2(CC(C2)=O)CC1)=O